N1=CC=C(C=C1)NC(=O)[C@@H]1CC[C@H](CC1)[C@@H](C)N (R)-(+)-trans-N-(4-pyridyl)-4-(1-aminoethyl)-cyclohexanecarboxylic acid amide